ClC1=C2C(=NC=C1OC=1C=NN3C1C=CC(=C3)F)N=C(N2C)NC=2C(N(C=C(C2)C2CC2)[C@@H]2C[C@H](C2)O)=O trans-3-((7-chloro-6-((6-fluoropyrazolo[1,5-a]pyridin-3-yl)oxy)-1-methyl-1H-imidazo[4,5-b]pyridin-2-yl)amino)-5-cyclopropyl-1-(3-hydroxycyclobutyl)pyridin-2(1H)-one